5-{[3-(trifluoromethyl)phenyl]methoxy}pyrazine-2-carbaldehyde FC(C=1C=C(C=CC1)COC=1N=CC(=NC1)C=O)(F)F